FC1=CC=C(C=C1)C(CN1CCC(CC1)NC)=O 1-(4-fluorophenyl)-2-[4-(methylamino)piperidin-1-yl]ethanone